1-(3,5-dimethoxyphenyl)-1'-methyl-4,4'-bipyridinium COC=1C=C(C=C(C1)OC)[N+]1=CC=C(C=C1)C1=CC=[N+](C=C1)C